(S)-3-(isoquinolin-4-yl)-1-(2-methyl-5-(trifluoromethyl)pyridin-3-yl)-2-oxoimidazoline-4-carbonitrile C1=NC=C(C2=CC=CC=C12)N1C(N(C[C@H]1C#N)C=1C(=NC=C(C1)C(F)(F)F)C)=O